[4-(trimethylacetoxy)butyl]trimethylphenyl-phosphonium bromide [Br-].CC(C(=O)OCCCCC1=C(C=CC=C1)[P+](C)(C)C)(C)C